tert-butyl (R)-3-(2-fluoro-N-(8-methylisoquinolin-1-yl)-4-(4,4,5,5-tetramethyl-1,3,2-dioxaborolan-2-yl)benzamido)piperidine-1-carboxylate FC1=C(C(=O)N(C2=NC=CC3=CC=CC(=C23)C)[C@H]2CN(CCC2)C(=O)OC(C)(C)C)C=CC(=C1)B1OC(C(O1)(C)C)(C)C